C(#N)C=1C=CC(=C2C=CC=NC12)N1C[C@@H]2C=3C=CC(=NC3CN2[C@@H](C1)C)N1CCN(CC1)C(=O)OC(C)(C)C tert-butyl 4-[(2S,6R)-4-(8-cyano-5-quinolyl)-6-methyl-4,7,10-triazatricyclo[7.4.0.02,7]trideca-1(9),10,12-trien-11-yl]piperazine-1-carboxylate